tert-butyl 4-(4-bromo-1H-pyrazol-1-yl)cyclohexane-1-carboxylate BrC=1C=NN(C1)C1CCC(CC1)C(=O)OC(C)(C)C